5,6-dimethylheptanal CC(CCCC=O)C(C)C